benzyl (2-(2-chloro-6-(1,1,1-trifluoro-2-hydroxy-3-(4-methyl-2-(pyrimidin-2-yl)thiazole-5-carboxamido)propan-2-yl)pyridin-4-yl)propan-2-yl)carbamate ClC1=NC(=CC(=C1)C(C)(C)NC(OCC1=CC=CC=C1)=O)C(C(F)(F)F)(CNC(=O)C1=C(N=C(S1)C1=NC=CC=N1)C)O